(R)-7-ethyl-2-{[6-methoxy-1-(2-morpholinoacetyl)indol-5-yl]amino}-5-methyl-8-(thiophen-2-ylmethyl)-7,8-dihydropterin C(C)C1CN(C=2C(N[C@](NC2N1CC=1SC=CC1)(N)NC=1C=C2C=CN(C2=CC1OC)C(CN1CCOCC1)=O)=O)C